4-aza-7-methyl-6,8-dioxa-5,9-dioxo-9-phenyl-1-nonanesulfonic acid sodium salt [Na+].CC(OC(NCCCS(=O)(=O)[O-])=O)OC(C1=CC=CC=C1)=O